BrC1=CC=2C(=NN(N2)C2=CC=C(C=C2)C=2C=NC=CC2)C=C1 5-bromo-2-{4-(pyridin-3-yl)phenyl}-2H-benzotriazole